tert-Butyl 4-(7-bromo-6-chloro-8-fluoroquinazolin-4-yl)-2-methylpiperazine-1-carboxylate BrC1=C(C=C2C(=NC=NC2=C1F)N1CC(N(CC1)C(=O)OC(C)(C)C)C)Cl